3-Chloro-2'-(3-(2-hydroxypropan-2-yl)-1H-pyrazol-1-yl)-5',6-dimethyl-4-((2,4,6-Trifluorophenyl)methoxy-d2)-2H-[1,4'-bipyridyl]-2-one ClC=1C(N(C(=CC1OC([2H])([2H])C1=C(C=C(C=C1F)F)F)C)C1=CC(=NC=C1C)N1N=C(C=C1)C(C)(C)O)=O